(1R,4R,5S)-5-(7-bromo-6-fluoro-2,8-dimethyl-4-((S)-1-((S)-1-methylpyrrolidin-2-yl)ethoxy)-1H-pyrrolo[3,2-c]quinolin-1-yl)-2-azabicyclo[2.1.1]hexane-2-carboxylic acid tert-butyl ester C(C)(C)(C)OC(=O)N1[C@H]2[C@H]([C@@H](C1)C2)N2C(=CC=1C(=NC=3C(=C(C(=CC3C12)C)Br)F)O[C@@H](C)[C@H]1N(CCC1)C)C